cyclohexyl-p-methoxycinnamic acid C1(CCCCC1)C(C(=O)O)=CC1=CC=C(C=C1)OC